C(C1=CN=CC=C1)(=O)N1CCN(CC1)C(C(C1=CC=CC=C1)C1=CC=CC=C1)=O 1-(4-nicotinoylpiperazin-1-yl)-2,2-diphenylethan-1-one